isopropyl (S)-4-((4-(3-chloro-4-(2-chloro-3-(6-methoxy-5-((methylamino)methyl)pyridin-2-yl)phenyl)pyridin-2-yl)-2-methoxybenzyl)amino)-3-hydroxybutanoate ClC=1C(=NC=CC1C1=C(C(=CC=C1)C1=NC(=C(C=C1)CNC)OC)Cl)C1=CC(=C(CNC[C@H](CC(=O)OC(C)C)O)C=C1)OC